(S)-2,6-bis(2-oxazolyl)pyridine ethyl-2-(3-fluoro-4-methylsulfonyl-anilino)-4-[[(1S,2R)-2-hydroxyindan-1-yl]amino]pyrimidine-5-carboxylate C(C)OC(=O)C=1C(=NC(=NC1)NC1=CC(=C(C=C1)S(=O)(=O)C)F)N[C@@H]1[C@@H](CC2=CC=CC=C12)O.O1C(=NC=C1)C1=NC(=CC=C1)C=1OC=CN1